C(CCCCCCCCCCCC=CCCCCCCCC)(=O)OCCCCCCCCCCCCCCCCCCCCCCCC lignoceryl docos-13-enoate